5-((4-((tert-butyldimethylsilyl)oxy)hept-1-yl)methoxy)-1,3,4-thiadiazol-2-amine [Si](C)(C)(C(C)(C)C)OC(CCCCOC1=NN=C(S1)N)CCC